SCCC[Si](O[Si](O[Si](OC)(OC)CCCS)(C1=CC=CC=C1)C1=CC=CC=C1)(OC)OC 1,5-bis(mercaptopropyl)-1,1,5,5-tetramethoxy-3,3-diphenyltrisiloxane